OC(C(=O)O)CC=1N=CNC1 2-hydroxy-3-(1H-imidazol-4-yl)propanoic acid